Cl.CN(C)CC1C(CCC(C1)CS(=O)(=O)C1=CC=CC=C1)(O)C1=CC(=CC=C1)OC 2-((Dimethylamino)methyl)-1-(3-methoxyphenyl)-4-((phenylsulfonyl)methyl)cyclohexane-1-ol hydrochloride